ClC1=C(C=CC(=C1)NS(=O)(=O)C1CC1)C=1C=NN(C1)C=1C=CC(N(C1)CC1CN(C1)C(=O)OC(C)(C)C)=O tert-butyl 3-((5-(4-(2-chloro-4-(cyclopropanesulfonamido)phenyl)-1H-pyrazol-1-yl)-2-oxopyridin-1(2H)-yl)methyl)azetidine-1-carboxylate